The molecule is a thiocarboxamide that is pyridine-4-carbothioamide substituted by an ethyl group at position 2. A prodrug that undergoes metabolic activation by conversion to the corresponding S-oxide. It has a role as an antitubercular agent, an antilipemic drug, a fatty acid synthesis inhibitor, a leprostatic drug and a prodrug. It is a member of pyridines and a thiocarboxamide. CCC1=NC=CC(=C1)C(=S)N